ClC=1C(=NC(=NC1)NC=1C(=NN(C1C)C)C)N1C=C(C2=CC(=CC=C12)NC(C=C)=O)C N-[1-[5-chloro-2-[(1,3,5-trimethylpyrazol-4-yl)amino]pyrimidin-4-yl]-3-methyl-indol-5-yl]prop-2-enamide